1-(1-methyl-6-(1-(2-(1-((4-((5-(trifluoromethyl)pyrimidin-2-yl)amino)piperidin-1-yl)sulfonyl)piperidin-3-yl)ethyl)piperidin-4-yl)-1H-indazol-3-yl)dihydropyrimidine-2,4(1H,3H)-dione CN1N=C(C2=CC=C(C=C12)C1CCN(CC1)CCC1CN(CCC1)S(=O)(=O)N1CCC(CC1)NC1=NC=C(C=N1)C(F)(F)F)N1C(NC(CC1)=O)=O